6-fluoro-3-phenylquinoline FC=1C=C2C=C(C=NC2=CC1)C1=CC=CC=C1